ClC=1C=C(C=CC1)C=1N=C(SC1/C=C/C(=O)NC1=CC=CC=2NC(NC21)=O)C(F)(F)F (E)-3-(4-(3-chlorophenyl)-2-(trifluoromethyl)thiazol-5-yl)-N-(2-oxo-2,3-dihydro-1H-benzo[d]imidazol-4-yl)acrylamide